2-(4-chlorobenzyl)-N-(2,5-difluorophenyl)-8-methyl-4,5-dihydro-2H-furo[2,3-g]indazole-7-carboxamide ClC1=CC=C(CN2N=C3C4=C(CCC3=C2)OC(=C4C)C(=O)NC4=C(C=CC(=C4)F)F)C=C1